C(C)OC(C(C#CC=1C(=NC=C(C1)Br)N)(C)O)=O (2-amino-5-bromopyridin-3-yl)-2-hydroxy-2-methyl-but-3-ynoic acid ethyl ester